OC\C=C/CN1C(C=C(C2=C1N=C(N=C2)NC2=CC(=CC=C2)O)C#C[Si](C(C)C)(C(C)C)C(C)C)=O 8-[(2Z)-4-hydroxybut-2-en-1-yl]-2-[(3-hydroxyphenyl)amino]-5-[2-(triisopropylsilyl)ethynyl]pyrido[2,3-d]pyrimidin-7-one